BrC=1C=C(C(=NC1)C)NC(=O)N1OCC[C@H]1C1=CC=CC=C1 (S)-N-(5-bromo-2-methylpyridin-3-yl)-3-phenylisoxazolidine-2-carboxamide